N-{[4-({[4-(2-fluoroethyl)morpholin-2-yl]methyl}amino)-3-nitrophenyl]sulfonyl}-2-(1H-pyrrolo[2,3-b]pyridin-5-yloxy)benzamide FCCN1CC(OCC1)CNC1=C(C=C(C=C1)S(=O)(=O)NC(C1=C(C=CC=C1)OC=1C=C2C(=NC1)NC=C2)=O)[N+](=O)[O-]